C(C)(C)(C)OC(=O)N1CCC(=CC1)C=1N(N=C2C=C(C=CC12)C1=C(C=CC=C1)C(F)(F)F)CCCN(C)C 4-(2-(3-(dimethylamino)propyl)-6-(2-trifluoromethylphenyl)-2H-indazol-3-yl)-3,6-dihydropyridine-1(2H)-carboxylic acid tert-butyl ester